4-chlorobenzyl (S)-(4-(1-(6-methoxynicotinamido)eth-yl)phenyl)carbamate COC1=NC=C(C(=O)N[C@@H](C)C2=CC=C(C=C2)NC(OCC2=CC=C(C=C2)Cl)=O)C=C1